2'-{6-amino-5-[(trifluoromethyl)sulfanyl]pyridin-3-yl}-N-[(1R)-1-(3-fluorophenyl)ethyl]-5',6'-dihydrospiro[pyrrolidine-3,4'-pyrrolo[1,2-b]pyrazole]-1-carboxamide NC1=C(C=C(C=N1)C=1C=C2N(N1)CCC21CN(CC1)C(=O)N[C@H](C)C1=CC(=CC=C1)F)SC(F)(F)F